(S)-(4-(azetidin-3-yl)morpholin-2-yl)methanol hydrochloride Cl.N1CC(C1)N1C[C@H](OCC1)CO